6-(4-aminophenyl)-2-methyl-7-(4-((6-methylpyridin-2-yl)oxy)phenyl)-1,2,3,4-tetrahydropyrrolo[1,2-a]pyrazine-8-carbonitrile NC1=CC=C(C=C1)C1=C(C(=C2N1CCN(C2)C)C#N)C2=CC=C(C=C2)OC2=NC(=CC=C2)C